C(C)OC=1C=C2CCN(C(C2=CC1OC)CCC1=CNC2=CC=C(C=C12)OC)C(=O)N1CCOCC1 (6-Ethoxy-7-methoxy-1-(2-(5-methoxy-1H-indol-3-yl)ethyl)-3,4-dihydroisoquinolin-2(1H)-yl)(morpholino)methanone